1-benzyl-2-methyl-benzo[d]imidazole C(C1=CC=CC=C1)N1C(=NC2=C1C=CC=C2)C